4,5,7,8-tetrahydropyrido[4,3-b][1,4]oxazin-3-one O1C2=C(NC(C1)=O)CNCC2